COC=1C=CC2=C(OCC3(C2C2=CC(=C(C=C2C3)OC)OC)O)C1O 3,9,10-Trimethoxy-7,11b-dihydrobenz[b]indeno[1,2-d]pyran-4,6a-diol